C1(=CC=CC=C1)COC1=NC=C(C2=CC(=NC=C12)Cl)O 1-(Phenylmethoxy)-6-chloro-2,7-naphthyridin-4-ol